FC1=NC(=CC=C1N1CCN(CC1)CC=1C=CC=2C3=C(C(NC2C1F)=O)OC(=C3)C)C(NC)=O 7-((4-(2-fluoro-6-(methylcarbamoyl)pyridin-3-yl)piperazin-1-yl)methyl)-6-fluoro-2-methylfuro[2,3-c]quinolin-4(5H)-one